N-methyl-5-[4-({4-oxo-1H,2H,3H,5H-cyclopenta[c]quinolin-7-yl}methyl)piperazin-1-yl]pyridine-2-carboxamide CNC(=O)C1=NC=C(C=C1)N1CCN(CC1)CC=1C=CC=2C3=C(C(NC2C1)=O)CCC3